[N+](#[C-])N=P(C1=CC=CC=C1)(C1=CC=CC=C1)C1=CC=CC=C1 isocyanoiminotriphenylphosphine